(4aSR,8aSR)-5,5,8a-trimethyl-2-methylenedecahydronaphthalene-1-carboxylic acid CC1([C@@H]2CCC(C([C@]2(CCC1)C)C(=O)O)=C)C |r|